C(C)(C)(C1=CC=CC=C1)C1=CC=C(C=C1)OC1=CC=C(C=C1)C(C)(C)C1=CC=CC=C1 p-cumylphenyl ether